N,N-dimethyl-N-octadecyl-3-aminopropyltrimethoxysilylammonium chloride [Cl-].C[N+](CCCCCCCCCCCCCCCCCC)(C)[Si](OCCCCN)(OC)OC